N'-ethyl-N'-methyl-ethane-1,2-diamine C(C)N(CCN)C